OCC(CO)(CO)NC(=O)NCCNCC1CN(C1)C(CC1=C(C=C(C=C1F)OCCCC1CCN(CC1)C1=NC=C(C=N1)CC)F)=O 1-(1,3-dihydroxy-2-(hydroxymethyl)propan-2-yl)-3-(2-(((1-(2-(4-(3-(1-(5-ethylpyrimidin-2-yl)piperidin-4-yl)propoxy)-2,6-difluorophenyl)acetyl)azetidin-3-yl)methyl)amino)ethyl)urea